The molecule is an organic sodium salt consisting of sodium and oxalate ions in a 2:1 ratio. It has a role as a poison and a reducing agent. It is an oxalate salt and an organic sodium salt. It contains an oxalate(2-). C(=O)(C(=O)[O-])[O-].[Na+].[Na+]